(3R)-3-[(1-methyl-1H-pyrazol-4-yl)amino]piperidine-1-carboxylic acid tert-butyl ester C(C)(C)(C)OC(=O)N1C[C@@H](CCC1)NC=1C=NN(C1)C